The molecule is a polyanionic polymer obtained by deprotonation of the phosphate and diphosphate groups of 4-O-[poly(2-beta-D-glucosyl-1-D-ribitylphosphonato)-1-D-ribitylphosphonato-(2R)-1-glycerylphosphonato]-N-acetyl-beta-D-mannosaminyl-(1->4)-N-acetyl-alpha-D-glucosaminyl ditrans,octacis-undecaprenyl diphosphate; major species at pH 7.3. It is a polyanionic polymer and an organophosphate oxoanion. CC(=CCC/C(=C/CC/C(=C/CC/C(=C\\CC/C(=C\\CC/C(=C\\CC/C(=C\\CC/C(=C\\CC/C(=C\\CC/C(=C\\CC/C(=C\\COP(=O)([O-])OP(=O)([O-])O[C@@H]1[C@@H]([C@H]([C@@H]([C@H](O1)CO)O[C@H]2[C@@H]([C@H]([C@@H]([C@H](O2)CO)OP(=O)([O-])OC[C@@H](COP(=O)([O-])OC[C@@H]([C@@H]([C@@H](COP(=O)([O-])OC[C@@H]([C@@H]([C@@H](CO)O)O)O[C@H]3[C@@H]([C@H]([C@@H]([C@H](O3)CO)O)O)O)O)O)O)O)O)NC(=O)C)O)NC(=O)C)/C)/C)/C)/C)/C)/C)/C)/C)/C)/C)C